2,6-di-tert-butyl-4-phenylphenol C(C)(C)(C)C1=C(C(=CC(=C1)C1=CC=CC=C1)C(C)(C)C)O